C(CCC)(=O)OC1=C(C=CC=C1OC)CC1(C(N(C2=CC=C(C=C12)Cl)CC)=O)O 2-((5-chloro-1-ethyl-3-hydroxy-2-oxoindolin-3-yl)methyl)-6-methoxyphenyl butyrate